3,4-Dihydrothieno[2,3-f][1,4]oxazepin-5(2H)-one O1CCNC(C2=C1C=CS2)=O